ClC=1C=C2C(=NC1)NC=C2NC(=O)NC2=CC=C(C=C2)SC(F)(F)F 1-(5-chloro-1H-pyrrolo[2,3-b]pyridin-3-yl)-3-(4-((trifluoromethyl)mercapto)phenyl)urea